OC(CC1=CC=CC=C1)(C)C 2-hydroxy-2-methyl-1-phenyl-propane